(R)-N-((R)-1-(2-(5-fluoroisoindolin-2-yl)-3,6-dimethyl-4-oxo-3,4-dihydroquinazolin-8-yl)ethyl)-2-methylpropane-2-sulfinamide FC=1C=C2CN(CC2=CC1)C1=NC2=C(C=C(C=C2C(N1C)=O)C)[C@@H](C)N[S@](=O)C(C)(C)C